ClC1=C(C=C(OCCCN2C(C=3N(C=4C(=CC=CC4C3)C=3C(=NC(=NC3C)CN3CCN(CC3)C)C)C(C2)C)=O)C=C1C)C 3-(4-chloro-3,5-dimethylphenoxy)propyl-6-(4,6-dimethyl-2-((4-methylpiperazin-1-yl)methyl)pyrimidin-5-yl)-4-methyl-3,4-dihydropyrazino[1,2-a]indol-1(2H)-one